6-Amino-9-cyclopentyl-2-{(2-fluoro-4-(methylsulfonyl)phenyl)amino}-7-(3-hydroxyphenyl)-7,9-dihydro-8H-purin-8-on NC1=C2N(C(N(C2=NC(=N1)NC1=C(C=C(C=C1)S(=O)(=O)C)F)C1CCCC1)=O)C1=CC(=CC=C1)O